C1(CC1)C1=NC(=CC=C1O[C@@H]1C[C@H](CCC1)C(=O)O)C=1N=NN(C1COC(N(CC1COC1)C)=O)C (1S,3S)-3-((2-cyclopropyl-6-(1-methyl-5-(((methyl(oxetan-3-ylmethyl)carbamoyl)oxy)methyl)-1H-1,2,3-triazol-4-yl)pyridin-3-yl)oxy)cyclohexane-1-carboxylic acid